1-(4-phenyl-1-piperazinyl)-3-methylenehepta-4,6-diene C1(=CC=CC=C1)N1CCN(CC1)CCC(C=CC=C)=C